ClC1=CC(=C(C=C1)O)CO 4-chloro-2-(hydroxymethyl)phenol